N-(2-((4-(tert-butylamino)-5-cyanopyrimidin-2-yl)amino)-5-(4-ethylpiperazin-1-yl)phenyl)acrylamide C(C)(C)(C)NC1=NC(=NC=C1C#N)NC1=C(C=C(C=C1)N1CCN(CC1)CC)NC(C=C)=O